3-Ethyl-7-((4-((1S,2R)-2-hydroxycyclopentane-1-carbonyl)piperazin-1-yl)methyl)quinolin-2(1H)-one C(C)C=1C(NC2=CC(=CC=C2C1)CN1CCN(CC1)C(=O)[C@@H]1[C@@H](CCC1)O)=O